carbonyl-bis(7-diethylaminocoumarin) C(=O)(C=1C(OC2=CC(=CC=C2C1)N(CC)CC)=O)C=1C(OC2=CC(=CC=C2C1)N(CC)CC)=O